[Na].C(CCCCCCC\C=C/CCCCCCCC)(=O)NCCN(CCO)CCC(=O)O N-oleoyl-N'-carboxyethyl-N'-hydroxyethylethylenediamine sodium